1-(2-chlorophenyl)sulfonyl-piperazine ClC1=C(C=CC=C1)S(=O)(=O)N1CCNCC1